N-nitroso-N-methyl-urea N(=O)N(C(=O)N)C